N-[3-(7-{[(3S,4R)-3-fluoropiperidin-4-yl]amino}-3-[(trifluoromethyl)sulfanyl]pyrazolo[1,5-a]pyridin-2-yl)prop-2-yn-1-yl]acetamide F[C@H]1CNCC[C@H]1NC1=CC=CC=2N1N=C(C2SC(F)(F)F)C#CCNC(C)=O